C(C)C1(CC(=CC=C1)C)C 3-ethyl-1,3-dimethylbenzene